[(3S,9aS)-3-[2-(4-fluorophenyl)thiazol-4-yl]-3-hydroxy-1,4,6,7,9,9a-hexahydropyrazino[2,1-c][1,4]oxazin-8-yl]-(2-chloro-3-methoxyphenyl)methanone FC1=CC=C(C=C1)C=1SC=C(N1)[C@@]1(CN2[C@H](CO1)CN(CC2)C(=O)C2=C(C(=CC=C2)OC)Cl)O